CC1([C@@H]2CCC(C1=C)C2)C (1R)-2,2-Dimethyl-3-methylenebicyclo[2.2.1]heptane